N-methoxy-N,6-dimethyl-4-(trifluoromethyl)picolinamide CON(C(C1=NC(=CC(=C1)C(F)(F)F)C)=O)C